L-Arginine (E)-((2-(3,7-dimethylocta-2,6-dien-1-yl)-3-hydroxy-5-pentylphenoxy)carbonyl)glycinate C\C(=C/CC1=C(OC(=O)NCC(=O)O)C=C(C=C1O)CCCCC)\CCC=C(C)C.N[C@@H](CCCNC(N)=N)C(=O)O